CN1CCN(CC1)CC1=CC(=NC(=C1)NC=1SC(=CN1)C)C=1C=C(C=CC1)NC(C=C)=O N-(3-(4-((4-methylpiperazin-1-yl)methyl)-6-(5-methylthiazol-2-ylamino)pyridin-2-yl)phenyl)acrylamide